ClC=1C=CC=2N(C1[C@@H](O)C=1N=NN(C1CC)C1=CC=C(C=C1)OC)C(=NC2)SCC |r| rac-(6-chloro-3-(ethylthio)imidazo[1,5-a]pyridin-5-yl)(5-ethyl-1-(4-methoxyphenyl)-1H-1,2,3-triazol-4-yl)methanol